N2-[(phenylamino)thiooxymethyl]-arginine C1(=CC=CC=C1)NSOCN[C@@H](CCCNC(N)=N)C(=O)O